N-Cyclopropyl-3-(difluoromethyl)-N-(2-ethyl-5-methylbenzyl)-5-fluoro-1-methyl-1H-pyrazole-4-carboxamid C1(CC1)N(C(=O)C=1C(=NN(C1F)C)C(F)F)CC1=C(C=CC(=C1)C)CC